C(C1=CC=CC=C1)OC1=C(C=C(C(=O)OC)C=C1)O methyl 4-(benzyloxy)-3-hydroxybenzoate